C(CCCCC)(=O)OCC=CCC Pent-2-Enyl Hexanoate